tert-Butyl 2-methyl-4-oxopiperidine-1-carboxylate CC1N(CCC(C1)=O)C(=O)OC(C)(C)C